ethyl 2-((2-methylallyl)oxy)acetate CC(COCC(=O)OCC)=C